3-[5-[3-(2,7-diazaspiro[3.5]nonan-7-yl)azetidin-1-yl]-1-oxo-isoindolin-2-yl]piperidine-2,6-dione C1NCC12CCN(CC2)C2CN(C2)C=2C=C1CN(C(C1=CC2)=O)C2C(NC(CC2)=O)=O